C1(CCCC1)C(=O)N1CCC(CC1)OC1=CC=C(C=C1)N1C(=NC2=CC=C(C=C2C1=O)S(F)(F)(F)(F)F)C 3-(4-((1-(cyclopentanecarbonyl)piperidin-4-yl)oxy)phenyl)-2-methyl-6-(pentafluorosulfanyl)quinazolin-4(3H)-one